(4aS,5aS)-3-(5-Fluoro-3,6-dimethyl-1H-pyrazolo[3,4-b]pyridin-4-yl)-2-(5-fluoropyridin-2-yl)-4,4a,5,5a-tetrahydrocyclopropa[4,5]pyrrolo[1,2-b]pyrazole FC=1C(=C2C(=NC1C)NN=C2C)C2=C1N(N=C2C2=NC=C(C=C2)F)[C@@H]2[C@H](C1)C2